5-methyl-1,2-oxathiane 2,2-dioxide CC1CCS(OC1)(=O)=O